N-(4-([1,2,4]triazolo[1,5-a]pyridin-7-yloxy)-3-methylphenyl)-6-(piperazin-1-yl)pyrido[3,4-d]pyrimidin-4-amine hydrochloride Cl.N=1C=NN2C1C=C(C=C2)OC2=C(C=C(C=C2)NC=2C1=C(N=CN2)C=NC(=C1)N1CCNCC1)C